C(C(=C)C)(=O)OCC[N+](CCCCC)(C)C 2-(methacryloyloxy)ethyldimethyl-n-pentylammonium